3-methyl-indole-7-carbaldehyde CC1=CNC2=C(C=CC=C12)C=O